(S)-1-(5-((2,2-dimethyl-1,3-dioxolan-4-yl)methoxy)-2,4-difluoro-phenyl)piperazine CC1(OC[C@@H](O1)COC=1C(=CC(=C(C1)N1CCNCC1)F)F)C